5-bromo-3-hydroxy-1H-indazole-1-carboxylic acid tert-butyl ester C(C)(C)(C)OC(=O)N1N=C(C2=CC(=CC=C12)Br)O